N-(1-(2-ethoxyethyl)-3-(pyridin-2-yl)-1H-pyrazol-4-yl)-5-(1H-pyrazol-4-yl)furan-2-carboxamide, Formic Acid Salt C(=O)O.C(C)OCCN1N=C(C(=C1)NC(=O)C=1OC(=CC1)C=1C=NNC1)C1=NC=CC=C1